Methyl 5-isopropenyl-1h-indazole-3-carboxylate C(=C)(C)C=1C=C2C(=NNC2=CC1)C(=O)OC